racemic-11-(3-hydroxypropylamino)-6,7,8,9,10,11-hexahydrocyclohepta[c]isoquinolin-5-one OCCCN[C@@H]1CCCCC=2NC(C3=CC=CC=C3C21)=O |r|